4,5-diamino-1,2-bis-(2-hydroxyethyl)-1,2-dihydropyrazol-3-one NC=1C(N(N(C1N)CCO)CCO)=O